[F-].C(CCCCCCCC)[NH+]1C=C(C=C1)CCCC 1-Nonyl-3-butylpyrrolium fluorid